C(C)(C)(C)NS(=O)(=O)C=1C=C(C=CC1C)NC(C1=C(N=C(C=C1)NC(CO)(C)C)N1CCC2(CC2)CC1)=O N-(3-(N-(tert-butyl)sulfamoyl)-4-methylphenyl)-6-((1-hydroxy-2-methylpropan-2-yl)amino)-2-(6-azaspiro[2.5]octan-6-yl)nicotinamide